6-[4-(2,2-difluoro-ethoxy)-2-fluoro-phenyl]-5-[4-[(3S)-1-(3-fluoropropyl)pyrrolidin-3-yl]oxyphenyl]-8,9-dihydro-7H-benzo[7]annulen-2-ol FC(COC1=CC(=C(C=C1)C1=C(C2=C(CCC1)C=C(C=C2)O)C2=CC=C(C=C2)O[C@@H]2CN(CC2)CCCF)F)F